[N].CC1=CC=NC2=CC=CC=C12 4-methyl-quinoline nitrogen